C(CCCCCCCC)(=O)C([C@](O)([C@@H](O)[C@](O)(COC(CCCCCCCC)=O)C(CCCCCCCC)=O)C(CCCCCCCC)=O)O 1,2,4,5-O-tetranonanoyl-xylitol